di-eicosyl sebacate C(CCCCCCCCC(=O)OCCCCCCCCCCCCCCCCCCCC)(=O)OCCCCCCCCCCCCCCCCCCCC